1-[4-(2,3-Dimethylphenyl)piperazin-1-yl]-2-[3-(piperazin-1-carbonyl)-5,6-dihydrocyclopenta[c]pyrazol-1(4H)-yl]ethan-1-on CC1=C(C=CC=C1C)N1CCN(CC1)C(CN1N=C(C2=C1CCC2)C(=O)N2CCNCC2)=O